Benzyl-Maleimide C(C1=CC=CC=C1)C=1C(=O)NC(C1)=O